5-(6-((5,6-difluoro-2,3-dihydro-1H-inden-2-yl)amino)pyridin-3-yl)-1,3,4-oxadiazol-2(3H)-one FC=1C=C2CC(CC2=CC1F)NC1=CC=C(C=N1)C1=NNC(O1)=O